bromoethyl-butyl-dipropoxysilane BrCC[Si](OCCC)(OCCC)CCCC